(2-isopropylphenyl)-4-(4-methoxybenzyl)-1-(7-azaspiro[3.5]nonan-2-yl)piperazin-2-one C(C)(C)C1=C(C=CC=C1)C1C(N(CCN1CC1=CC=C(C=C1)OC)C1CC2(C1)CCNCC2)=O